CN1C(=C(C=C1C)C1=CC=CC=C1)C(C(=O)NC=1C=CC2=C(CN(CC3N2CCN(C3)C3=NC=C(C=N3)F)C)C1)=O 2-(1,5-dimethyl-3-phenyl-1H-pyrrol-2-yl)-N-(3-(5-fluoropyrimidin-2-yl)-6-methyl-1,2,3,4,4a,5,6,7-octahydrobenzo[f]pyrazino[1,2-a][1,4]diazepin-9-yl)-2-oxoacetamide